C1(=CC=CC=C1)C1=NC(=NC=C1)OC1CN(CC1)CC(=O)N 2-(3-((4-phenylpyrimidin-2-yl)oxy)pyrrolidin-1-yl)acetamide